C(C)(C)(C)OC=1C=C(C=CC1)CNC(=O)C=1C=C2CCN(CC2=CC1)C(=O)C=1C=2C=CN=CC2C=CC1 N-{[3-(tert-butoxy)phenyl]methyl}-2-(isoquinoline-5-carbonyl)-1,2,3,4-tetrahydroisoquinoline-6-carboxamide